(benzenesulfonyl)-2-(pyridin-2-yl)-4,5,6,7-tetrahydro-2H-pyrazolo[3,4-c]pyridin-3-ol C1(=CC=CC=C1)S(=O)(=O)C1C=2C(CNC1)=NN(C2O)C2=NC=CC=C2